N-pyrimidinyl-indoline N1=C(N=CC=C1)N1CCC2=CC=CC=C12